CN1CC(C1)(C)[C@@](C=1C=C(C=CC1)C1=NC(=NO1)C1CCN(CC1)C(C)=O)(C1=CC=C(C=C1)C(C)C)O 1-[4-(5-{3-[(S)-(1,3-dimethyl-azetidin-3-yl)-hydroxy-(4-isopropyl-phenyl)-methyl]-phenyl}-[1,2,4]oxadiazol-3-yl)-piperidin-1-yl]-ethanone